6-amino-5-(5-amino-2-fluorophenyl)-N-methylpyridine-carboxamide NC1=C(C=CC(=N1)C(=O)NC)C1=C(C=CC(=C1)N)F